O(S(=O)(=O)C(F)(F)F)N1C(=O)C2C3C=CC(C2C1=O)C3 5-norbornene-2,3-dicarboximido triflate